CO[Si](CCC(OC)OC)(OC)OC 1-trimethoxysilyl-2-dimethoxymethyl-ethane